C(#N)[C@H]1N([C@H]2C[C@H]2C1)C(CNC(=O)C1=CC(=NC2=CC(=CC=C12)C)C)=O N-(2-((1S,3S,5S)-3-Cyano-2-azabicyclo[3.1.0]hexan-2-yl)-2-oxoethyl)-2,7-dimethylquinoline-4-carboxamide